C(C1=CC=CC=C1)(=O)O[C@H]1C[C@@H]2CC[C@H]3[C@@H]4CC[C@@H]([C@@]4(C)CC[C@@H]3[C@]2(CC1)C)C(C(=O)OCC)O Ethyl (3α-Benzoyloxy-5α-androstan-17β-yl)glycolate